7-Bromo-2-(trifluoromethyl)imidazo[2,1-f][1,2,4]triazin-4-ol BrC1=CN=C2C(=NC(=NN21)C(F)(F)F)O